C1(=CC=CC=C1)CCN1C(NC(C=C1)=O)=O 2-phenylethylpyrimidine-2,4(1h,3h)-dione